2-bromo-4-(cyclopropylsulfonyl)-1-fluorobenzene BrC1=C(C=CC(=C1)S(=O)(=O)C1CC1)F